ClC1=CC=C(C=C1)C(N1C[C@@H](N(C[C@H]1CC)C(=O)OC(C)(C)C)C)C1=CC=C(C=C1)Cl tert-butyl (2S,5R)-4-(bis(4-chlorophenyl)methyl)-5-ethyl-2-methylpiperazine-1-carboxylate